9-(1-(4-ethynylphenyl)ethyl)-9H-purin-6-amine C(#C)C1=CC=C(C=C1)C(C)N1C2=NC=NC(=C2N=C1)N